C(C=C)(=O)OCC1CC2C(CC1)O2 3,4-epoxycyclohexylmethyl acrylate